OC1=CC=CC(=N1)C1[C@H]2CN(C[C@@H]12)CC1=NC2=C(N1C[C@H]1OCC1)C=C(C=C2OC)C(=O)OC methyl 2-(((1R,5S,6S)-6-(6-hydroxypyridin-2-yl)-3-azabicyclo[3.1.0]hexan-3-yl)methyl)-4-methoxy-1-(((S)-oxetan-2-yl)methyl)-1H-benzo[d]imidazole-6-carboxylate